O=C1NC(CC[C@@H]1C1=C(C=C(C=C1F)N1C[C@@H](CC1)C(=O)O)F)=O |o1:6| (R)-1-(4-((R or S)-2,6-dioxopiperidin-3-yl)-3,5-difluorophenyl)pyrrolidine-3-carboxylic acid